C(C1=CC=CC=C1)OC1=NC(=CC(=C1CN1C[Si](C2=C(C1=O)C(=C(C(=C2)OC)OC)Cl)(C)C)C)C 3-((2-(benzyloxy)-4,6-dimethylpyridin-3-yl)methyl)-5-chloro-6,7-dimethoxy-1,1-dimethyl-2,3-dihydrobenzo[d][1,3]azasilin-4(1H)-one